FC(S(=O)C1=NC=CC=C1)F 2-((difluoromethyl)sulphinyl)pyridine